2-(4-tert-butyl-4,5-dihydro-1H-imidazol-2-yl)-N-(3,5-dimethoxybenzyl)-5-(morpholin-4-yl)pyridin-3-amine C(C)(C)(C)C1N=C(NC1)C1=NC=C(C=C1NCC1=CC(=CC(=C1)OC)OC)N1CCOCC1